N1CNCNC1 1,3,5-Triazinane